3-((5-chloro-2-((2-(difluorometh-oxy)-4-(4-(4-ethylpiperazin-1-yl)piperidin-1-yl)phenyl)amino)-pyrimidin-4-yl)amino)thiophene-2-carboxamide ClC=1C(=NC(=NC1)NC1=C(C=C(C=C1)N1CCC(CC1)N1CCN(CC1)CC)OC(F)F)NC1=C(SC=C1)C(=O)N